1-(tert-butyl) 2-methyl (2S,4S)-4-aminopiperidin-1,2-dicarboxylate N[C@@H]1C[C@H](N(CC1)C(=O)OC(C)(C)C)C(=O)OC